C(CCC)C(CSC=1C=C(SC1)C=1SC(=CN1)C=1SC=C(C1)SCC(CCCCCC)CCCC)CCCCCC 2,5-bis(4-((2-butyloctyl)thio)thiophene-2-yl)thiazole